C(C)[C@H]1CNC[C@H](N1)C (3S,5R)-3-ethyl-5-methylpiperazin